CN(C[C@@H](C)OC1=C2C(=NC=NC2=CC(=C1)C=1C=NN(C1)C)NC=1C=C2C=CC(=NC2=CC1)C)C (R)-5-((1-(dimethylamino)propan-2-yl)oxy)-7-(1-methyl-1H-pyrazol-4-yl)-N-(2-methylquinolin-6-yl)quinazolin-4-amine